cis-sodium muconate C(\C=C\C=C\C(=O)[O-])(=O)[O-].[Na+].[Na+]